FC(CNC(C)=O)(F)F N-(2,2,2-trifluoroethyl)Acetamide